(S)-1-((R)-2-acryloyl-5,5-difluoro-8-methyl-2,7-diazaspiro[3.5]nonan-7-yl)-5,5-dichloro-2-phenylpent-4-en-1-one C(C=C)(=O)N1CC2(C1)C(CN([C@@H](C2)C)C([C@@H](CC=C(Cl)Cl)C2=CC=CC=C2)=O)(F)F